Cl.ClC=1C=C(C(=C(C1)C1=NC=NN2C1=CC(=C2)CN2C(C1C(C1C2=O)(C)C)=O)CC2(CNCC(O2)(C)C)C)C 3-((4-(5-chloro-3-methyl-2-((2,6,6-trimethylmorpholin-2-yl)methyl)phenyl)pyrrolo[2,1-f][1,2,4]triazin-6-yl)methyl)-6,6-dimethyl-3-azabicyclo[3.1.0]hexane-2,4-dione hydrochloride